methyl 2-((3-(4-methoxyphenyl)-2-methylprop-1-en-1-yl)oxy)propanoate COC1=CC=C(C=C1)CC(=COC(C(=O)OC)C)C